NC(COC=1C=NC=CC1C1=C(C=2C(NCCC2N1)=O)NC1=C(C(=CC=C1)F)OC)(C)C 2-[3-(2-amino-2-methylpropoxy)pyridin-4-yl]-3-[(3-fluoro-2-methoxyphenyl)amino]-1H,5H,6H,7H-pyrrolo[3,2-c]pyridin-4-one